methyl 1-(7-(3-amino-2-cyano-6-iodophenyl)-6-chloro-8-fluoro-2-(((2R,7aS)-2-fluorotetrahydro-1H-pyrrolizin-7a(5H)-yl)methoxy)quinazolin-4-yl)azepane-4-carboxylate NC=1C(=C(C(=CC1)I)C1=C(C=C2C(=NC(=NC2=C1F)OC[C@]12CCCN2C[C@@H](C1)F)N1CCC(CCC1)C(=O)OC)Cl)C#N